ClC1=NC(=CC2=C1CCO2)Cl 4,6-dichloro-2,3-dihydrofuro[3,2-c]pyridine